(1R)-1-(2-chlorophenyl)ethyl N-{5-[4-(methoxymethoxy)phenyl]-3-methyl-1,2-thiazol-4-yl}carbamate COCOC1=CC=C(C=C1)C1=C(C(=NS1)C)NC(O[C@H](C)C1=C(C=CC=C1)Cl)=O